1-Hydroxyethyl-2,2,6,6-tetramethyl-4-hydroxypiperidin OC(C)N1C(CC(CC1(C)C)O)(C)C